Cadmium iron selenide molybdenum [Mo].[Fe]=[Se].[Cd]